C(CCCC)(=O)OCCOC1=CC=C(C=C1)OCCOC(CCCC)=O (1,4-phenylenebis(oxy))bis(ethane-2,1-diyl) dipentanoate